FC1(CC2(CC(C2)N2N=C(C3=C2CC([C@H]3O)(F)F)C(F)(F)F)C1)F (4S)-1-{6,6-difluorospiro[3.3]hept-2-yl}-5,5-difluoro-3-(trifluoromethyl)-4,6-dihydro-cyclopenta[c]pyrazol-4-ol